3-(2-chloro-3-methylanilino)-2-{3-[2-(oxetan-2-yl)ethoxy]pyridin-4-yl}-1,5,6,7-tetrahydro-4H-pyrrolo[3,2-c]pyridin-4-one ClC1=C(NC2=C(NC3=C2C(NCC3)=O)C3=C(C=NC=C3)OCCC3OCC3)C=CC=C1C